benzyl (4S,7S)-7-(((tert-butyldimethylsilyl) oxy) methyl)-1-oxa-6-azaspiro[3.5]nonane-6-carboxylate [Si](C)(C)(C(C)(C)C)OC[C@H]1N(C[C@@]2(CCO2)CC1)C(=O)OCC1=CC=CC=C1